C(C)(C)(C)OC(=O)N(C1=C(C=CC=C1)C1=CC=CC(=N1)N[C@H]1C[C@H](N(C1)C(=O)OCC1=CC=CC=C1)C(=O)OC)CCCN(C)C(=O)OC(C)(C)C O1-benzyl O2-methyl (2S,4S)-4-[[6-[2-[tert-butoxycarbonyl-[3-[tert-butoxycarbonyl(methyl)amino]propyl]amino]phenyl]-2-pyridyl]amino]pyrrolidine-1,2-dicarboxylate